ClC1=C(C=CC2=C1O[C@@H]1[C@H](CC2)[C@H](CC1)\C=C\C(O)C1(CCC1)C1=C(C=CC=C1)F)C(=O)O (1R,3aS,10aR)-5-chloro-1-{(1E,3ξ)-3-[1-(2-fluorophenyl)cyclobutyl]-3-hydroxy-1-propen-1-yl}-2,3,3a,9,10,10a-hexahydro-1H-benzo[b]cyclopenta[f]oxepin-6-carboxylic acid